tert-butyl 4-(3-cyclopropyl-1-(trans-3-((tosyloxy)methyl) cyclobutyl)-1H-indazol-6-yl)piperazine-1-carboxylate C1(CC1)C1=NN(C2=CC(=CC=C12)N1CCN(CC1)C(=O)OC(C)(C)C)[C@@H]1C[C@H](C1)COS(=O)(=O)C1=CC=C(C)C=C1